C(C1=CC=CC=C1)(C1=CC=CC=C1)(C1=CC=CC=C1)[N@]1C(C1)C(=O)[O-].[Li+] lithium (R)-1-tritylaziridine-2-carboxylate